ClC1=CC(=C2C(=N1)NC=C2)C2=CC(=CC(=N2)N=S(=O)(C)C)N2[C@@H](COCC2)C (R)-((6-(6-chloro-1H-pyrrolo[2,3-b]pyridin-4-yl)-4-(3-methylmorpholino)pyridin-2-yl)imino)dimethyl-λ6-sulfanone